C(CCC)SC1=C(C(OC2=C3CCCN4C3=C(C=C21)CCC4)=O)C=C(C(=O)[O-])C#N 3-(9-(butylthio)-11-oxo-2,3,6,7-tetrahydro-1H,5H,11H-pyrano[2,3-f]Pyrido[3,2,1-ij]Quinolin-10-yl)-2-cyanoacrylate